2-((2S)-1-acryloyl-4-(7-(2,3-dichlorophenyl)-2-(((S)-1-methylpyrrolidin-2-yl)methoxy)-7,8-dihydro-5H-pyrano[4,3-d]pyrimidin-4-yl)piperazin-2-yl)acetonitrile C(C=C)(=O)N1[C@H](CN(CC1)C=1C2=C(N=C(N1)OC[C@H]1N(CCC1)C)CC(OC2)C2=C(C(=CC=C2)Cl)Cl)CC#N